N[C@H](C(=O)N[C@H]1CN(CC12CC2)CCCCCCC(=O)NCCOCCOCCCCCCCl)CCCC=2C(=NC=CC2)N 7-((R)-7-((S)-2-amino-5-(2-aminopyridin-3-yl)pentanamido)-5-azaspiro[2.4]heptan-5-yl)-N-(2-(2-((6-chlorohexyl)oxy)ethoxy)ethyl)heptanamide